C1(CC1)C1=NOC(=N1)C(=O)NC12CC(C1)(C2)C2(CC2)NC(C2=CC=C(C=C2)F)=O 3-cyclopropyl-N-(3-(1-(4-fluorobenzamido)cyclopropyl)bicyclo[1.1.1]pentan-1-yl)-1,2,4-oxadiazole-5-carboxamide